4-bromo-2-(4-methyl-1-piperidinyl)benzaldehyde BrC1=CC(=C(C=O)C=C1)N1CCC(CC1)C